C1(CC1)C(=O)NC1=CC(=C(N=N1)C(=O)NC)NC1=NN2C(C=CC(=C2)N2CC(C2)O)=N1 6-(cyclopropanecarboxamido)-4-((6-(3-hydroxyazetidin-1-yl)-[1,2,4]triazolo[1,5-a]pyridin-2-yl)amino)-N-methylpyridazine-3-carboxamide